(R)-2-((1-(2-(4-(2,6-dimethylphenyl)piperazin-1-yl)-3,7-dimethyl-4-oxo-4H-pyrido[1,2-a]pyrimidin-9-yl)ethyl)amino)benzoic acid CC1=C(C(=CC=C1)C)N1CCN(CC1)C=1N=C2N(C(C1C)=O)C=C(C=C2[C@@H](C)NC2=C(C(=O)O)C=CC=C2)C